NC1=NC=C(C=C1Br)Br 2-amino-3,5-dibromopyridine